NC=1C=2N(C3=CC(=C(C=C3N1)F)C(=O)N1[C@H](CCC(C1)(F)F)C1=NC=C(C=C1)C(F)(F)F)C=NC2 (R)-(4-amino-7-fluoroimidazo[1,5-a]quinoxalin-8-yl)(5,5-difluoro-2-(5-(trifluoromethyl)pyridin-2-yl)piperidin-1-yl)methanone